(1R,2R,4S)-bicyclo[2.2.1]heptan-2-ylmethyl (1-(4-(2,6-dioxopiperidin-3-yl)-3,5-difluorophenyl)azetidin-3-yl)carbamate O=C1NC(CCC1C1=C(C=C(C=C1F)N1CC(C1)NC(OC[C@H]1[C@@H]2CC[C@H](C1)C2)=O)F)=O